C1(CC1)NC(C1=C(C=C(C(=C1)C=1C=NN(C1)C1=CN=C2N1C=C(C(=C2)OC)C2(CCN(CC2)CC)F)C)F)=O N-Cyclopropyl-5-{1-[6-(1-ethyl-4-fluoro-piperidin-4-yl)-7-methoxy-imidazo[1,2-a]pyridin-3-yl]-1H-pyrazol-4-yl}-2-fluoro-4-methyl-benzamide